Tert-Butyl cis-2-((2-(3,5-difluorophenyl)-1,3-thiazol-4-yl)methyl)-3-((methylsulfonyl)amino)pyrrolidine-1-carboxylate FC=1C=C(C=C(C1)F)C=1SC=C(N1)C[C@@H]1N(CC[C@@H]1NS(=O)(=O)C)C(=O)OC(C)(C)C